6-{4-[(6-methoxypyridin-3-yl)oxy]piperidin-1-yl}-5-methyl-N-pyridin-4-ylpyridazine-3-carboxamide COC1=CC=C(C=N1)OC1CCN(CC1)C1=C(C=C(N=N1)C(=O)NC1=CC=NC=C1)C